4-tertiary butyl-alpha-(p-chlorophenyl)-2-(4'-chlorobenzyl)-4-tertiary butylphenol C(C)(C)(C)C1(CC(=C(C=C1)O)C(C1=CC=C(C=C1)Cl)C1=CC=C(C=C1)Cl)C(C)(C)C